ClC=1C=NN(C(C1)=O)[C@@H](C(=O)NC=1C=CC(=C(C1)S(=O)(=O)NCCC=1C=C(C(=O)O)C=CC1)C)C 3-[2-[[5-[[(2R)-2-(4-chloro-6-oxo-pyridazin-1-yl)propanoyl]amino]-2-methyl-phenyl]sulfonylamino]ethyl]benzoic acid